C(C)(=O)N1CCC(CC1)C=1OC2=C(C(C1)=O)C=CC=1N=C(N(C12)C)C(F)(F)F 8-(1-acetylpiperidin-4-yl)-1-methyl-2-(trifluoromethyl)chromeno[7,8-d]imidazol-6(1H)-one